ClCCCO 3-chloropropan-1-ol